tert-butyl (4-((3-(4-(tert-butyl)phenyl)-5,5-dimethyl-2,4-dioxoimidazolidin-1-yl)methyl)pyridin-2-yl)(isopropyl)carbamate C(C)(C)(C)C1=CC=C(C=C1)N1C(N(C(C1=O)(C)C)CC1=CC(=NC=C1)N(C(OC(C)(C)C)=O)C(C)C)=O